bis(3-methylphenyl)-N,N-diphenyl-[1,1-biphenyl]-4,4'-diamine CC=1C=C(C=CC1)C=1C(=C(C=CC1N(C1=CC=CC=C1)C1=CC=CC=C1)C1=CC=C(C=C1)N)C1=CC(=CC=C1)C